(3S)-1-{3-Fluoro-4-[7-(4-methoxyphenyl)-5-[(1R)-1-methyl-1,2,3,4-tetrahydroisoquinoline-2-carbonyl]pyrazolo[1,5-a]pyrimidin-2-yl]phenyl}pyrrolidine-3-carboxylic acid FC=1C=C(C=CC1C1=NN2C(N=C(C=C2C2=CC=C(C=C2)OC)C(=O)N2[C@@H](C3=CC=CC=C3CC2)C)=C1)N1C[C@H](CC1)C(=O)O